CC1(CC(C1)N)C dimethyl-cyclobutanamine